ClC=1C=C2C=NC(=NC2=C(C1C1=C2C=NNC2=CC=C1C)OC1CC1)O[C@@H]1CN(CC1)C (S)-6-chloro-8-cyclopropoxy-7-(5-methyl-1H-indazol-4-yl)-2-(((S)-1-methylpyrrolidin-3-yl)oxy)quinazolin